NCCCCCC1CC(N(C1)C1=CC=C(C=C1)NC=1C=2N(C=CN1)C(=CN2)C2=CC=C(C=C2)OC(F)F)=O 4-(5-Aminopentyl)-1-(4-((3-(4-(difluoromethoxy)phenyl)imidazo[1,2-a]pyrazin-8-yl)amino)phenyl)pyrrolidin-2-one